ClC1=CC=CC2=C1NC(=N2)C(=O)N2[C@H](C1=CC=CC=C1C[C@@H]2C)C cis-(7-chloro-1H-benzo[d]imidazol-2-yl)((1S,3S)-1,3-dimethyl-3,4-dihydroisoquinolin-2(1H)-yl)methanone